FC1(CCC2=C1N=C(N=C2C2=CC1=C(C=C2)C2(NC(N(C2=O)C(C)C)=O)CO1)N1[C@H]([C@@H](C1)O)C)F 6-(7,7-difluoro-2-((2S,3R)-3-hydroxy-2-methylazetidin-1-yl)-6,7-dihydro-5H-cyclopenta[d]pyrimidin-4-yl)-1'-isopropyl-2H-spiro[benzofuran-3,4'-imidazolidine]-2',5'-dione